tert-butyl N-[2'-(quinoline-5-sulfonamido)ethyl]carbamate N1=CC=CC=2C(=CC=CC12)S(=O)(=O)NCCNC(OC(C)(C)C)=O